ClC1=CC(=[N+](C=C1NC1=C2C=NN(C2=CC(=C1C)F)C1OCCCC1)[O-])C 4-chloro-5-((6-fluoro-5-methyl-1-(tetrahydro-2H-pyran-2-yl)-1H-indazol-4-yl)amino)-2-methylpyridine 1-oxide